3-(5-((1-(6-chloro-3-methyl-1H-indole-2-carbonyl)piperidin-4-yl)ethynyl)-6-fluoro-1-oxoisoindolin-2-yl)piperidine-2,6-dione ClC1=CC=C2C(=C(NC2=C1)C(=O)N1CCC(CC1)C#CC=1C=C2CN(C(C2=CC1F)=O)C1C(NC(CC1)=O)=O)C